2-amino-2-[3-(trifluoromethoxy)phenyl]propyl 2,2-dimethylpropanoate hydrochloride Cl.CC(C(=O)OCC(C)(C1=CC(=CC=C1)OC(F)(F)F)N)(C)C